[K+].P(=O)([O-])([O-])[O-].C(=CC1=CC=CC=C1)C1=C(C(=C(C=C1)OC1=C(C(=C(C=C1)C=CC1=CC=CC=C1)C=CC1=CC=CC=C1)C=CC1=CC=CC=C1)C=CC1=CC=CC=C1)C=CC1=CC=CC=C1.[K+].[K+] tristyrylphenyl ether phosphate potassium salt